8-nitro-2-(4-(4-(trifluoromethyl)phenyl)piperidin-1-yl)-6-(trifluoromethyl)-4H-benzo[e][1,3]thiazin-4-one [N+](=O)([O-])C1=CC(=CC=2C(N=C(SC21)N2CCC(CC2)C2=CC=C(C=C2)C(F)(F)F)=O)C(F)(F)F